C(N)(=N)C1=CC=C(OCCC(CC)OC2=CC=C(C=C2)C(N)=N)C=C1 1,3-bis(4-amidinophenoxy)pentane